CC1=NC(=CC=C1O[C@@H]1C[C@H](CCC1)C(=O)O)C=1N=NN(C1NC(=O)OCCCCC)C (1S,3S)-3-((2-methyl-6-(1-methyl-5-(((pentyloxy)carbonyl)amino)-1H-1,2,3-triazol-4-yl)pyridin-3-yl)oxy)cyclohexane-1-carboxylic acid